ethyl 7-[2-(2,2-dimethylpropionyloxy) ethyl]-3-(4-fluorophenyl)-1H-indole-2-carboxylate CC(C(=O)OCCC=1C=CC=C2C(=C(NC12)C(=O)OCC)C1=CC=C(C=C1)F)(C)C